N-{[(1r,4r)-4-{6-[2-(2-{4-[3-(2,4-dioxo-1,3-diazinan-1-yl)-4-methylbenzoyl]piperazin-1-yl}ethoxy)pyrimidin-5-yl]-2H-indazol-2-yl}cyclohexyl]methyl}-2,3,5-trifluoro-4-hydroxybenzamide O=C1N(CCC(N1)=O)C=1C=C(C(=O)N2CCN(CC2)CCOC2=NC=C(C=N2)C=2C=CC3=CN(N=C3C2)C2CCC(CC2)CNC(C2=C(C(=C(C(=C2)F)O)F)F)=O)C=CC1C